COC1=C(CNC2=C3N=CN(C3=NC=N2)[C@H]2[C@@H](O)[C@H](O)[C@H](O2)CO)C=C(C(=C1)OC)OC 6-(2,4,5-trimethoxybenzylamino)-9-β-D-arabinofuranosylpurine